chlorine sodium salt sulfur [S].[Na].[Cl]